FC(C1=NC(=CC(=N1)NCC1=C(C=C(C=C1)OC)OC)NC1=NC=C(C(=C1)OC(CF)C)C=1C=NN(C1)C)F 2-(difluoromethyl)-N4-(2,4-dimethoxybenzyl)-N6-(4-((1-fluoropropan-2-yl)oxy)-5-(1-methyl-1H-pyrazol-4-yl)pyridin-2-yl)pyrimidine-4,6-diamine